O1CC[C@H](C2=CC=CC=C12)NC(=O)[C@@H]1CC[C@H]2N1C([C@H](CN(CC2)C(CS(=O)(=O)C)=O)NC([C@H](C)N(C(OC(C)(C)C)=O)C)=O)=O tert-butyl ((S)-1-(((5S,8S,10aR)-8-(((R)-chroman-4-yl)carbamoyl)-3-(2-(methylsulfonyl)acetyl)-6-oxodecahydropyrrolo[1,2-a][1,5]diazocin-5-yl)amino)-1-oxopropan-2-yl)(methyl)carbamate